Cl.CS(=O)(=O)CS(=O)(=O)N (methylsulfonyl)methanesulfonamide hydrochloride